BrC=1C=NC=C(C1N1C[C@H](CC1)NC(OC(C)(C)C)=O)C=O tert-butyl N-[(3S)-1-(3-bromo-5-formylpyridin-4-yl)pyrrolidin-3-yl]carbamate